CO[C@H](C(=O)OCC1=CC=CC=C1)C (S)-benzyl 2-methoxypropanoate